1-[2-methoxy-4-(trifluoromethyl)phenyl]-3-trimethylsilylprop-2-yn-1-ol COC1=C(C=CC(=C1)C(F)(F)F)C(C#C[Si](C)(C)C)O